azetidin-3-yl-[4-fluoro-4-[[4-[6-[5-(1-methylcyclopropoxy)-2H-indazol-3-yl]pyrimidin-4-yl]piperazin-1-yl]methyl]-1-piperidyl]methanone N1CC(C1)C(=O)N1CCC(CC1)(CN1CCN(CC1)C1=NC=NC(=C1)C=1NN=C2C=CC(=CC12)OC1(CC1)C)F